FC1=CC(=CC=2N=C(OC21)NC=2SC1=C(N2)C=CC(=C1)C(F)(F)F)C1CCN(CC1)C 7-fluoro-5-(1-methylpiperidin-4-yl)-N-(6-(trifluoromethyl)benzo[d]thiazol-2-yl)benzo[d]oxazol-2-amine